BrC1=C(C(=O)OCCC)C=C(C(=C1OC)OC)OC propyl 2-bromo-3,4,5-trimethoxybenzoate